ClC1=C(C(=O)NC=2C=C3C=C(N(C3=CC2)C(C)C)C(=O)NC2=CC=C(C=C2)C#N)C=C(C=C1)CNC(C(C)C)=O 5-(2-chloro-5-(isobutyrylaminomethyl)benzoylamino)-N-(4-cyanophenyl)-1-isopropyl-1H-indole-2-carboxamide